C(C)(C)(C)C1=CC=C(C=C1)C(C(C1=CC=CC=C1)C(C#N)C#N)C (2-(4-(tert-butyl)phenyl)-1-phenylpropyl)malononitrile